COC1=NN(C=C1C1=CC=C(C=C1)CN)C 1-[4-(3-methoxy-1-methyl-1H-pyrazol-4-yl)phenyl]methanamine